2-[2-(3-cyano-phenyl)-benzimidazol-1-yl]-2,N-dicyclohexyl-acetamide C(#N)C=1C=C(C=CC1)C1=NC2=C(N1C(C(=O)NC1CCCCC1)C1CCCCC1)C=CC=C2